ketodiazo sulfone O1N=NS(=O)(=O)N=N1